N1=CC(=CC=C1)NC(=O)C=1C=NN2C1C=C(C=C2)C2=CNC=1N=C(N=CC12)CCC(F)(F)F N-(pyridin-3-yl)-5-(2-(3,3,3-trifluoropropyl)-7H-pyrrolo[2,3-d]pyrimidin-5-yl)pyrazolo[1,5-a]pyridine-3-carboxamide